Isopropyl pyridine-5-carboxylate N1=CC=CC(=C1)C(=O)OC(C)C